C(C)(C)(C)C=1SC(=CN1)C1=NC(=NC=C1)NC1=CC(=CC=C1)C1CCN(CC1)CC[C@H]1CN(CC1)C1=NC=C(C=C1)[C@H]1C(NC(CC1)=O)=O 2-(tert-butyl)-5-(2-((3-(1-(2-((R)-1-(5-((S)-2,6-dioxopiperidin-3-yl)pyridin-2-yl)pyrrolidin-3-yl)ethyl)piperidin-4-yl)phenyl)amino)pyrimidin-4-yl)thiazol